2-[2-[(2S)-2-methyl-4-[4-[5-(1-methylcyclopropoxy)-1H-indazol-3-yl]-2-pyridinyl]piperazin-1-yl]ethoxy]isoindoline-1,3-dione C[C@@H]1N(CCN(C1)C1=NC=CC(=C1)C1=NNC2=CC=C(C=C12)OC1(CC1)C)CCON1C(C2=CC=CC=C2C1=O)=O